C(C)(=O)NCCCC=O 4-acetamidobutyraldehyde